FC(COC1=C(C=CC=C1)C1=C2C=C(N=CC2=CC=C1)C(=O)N)(F)F 5-(2-(2,2,2-trifluoroethoxy)phenyl)isoquinoline-3-carboxamide